1,1-difluoro-chloroethane FC(C)(F)Cl